CNC1=C(C=CC=C1)C=1N=C(OC1)C1=CC2=C(N(N=N2)C(C)C)C=C1 N-methyl-2-{2-[1-(propan-2-yl)-1H-1,2,3-benzotriazol-5-yl]-1,3-oxazol-4-yl}aniline